C(C)C1=CC=CC2=C(C3=CC=CC=C3C(=C12)OC(C1=CC=C(C=C1)CC)=O)OC(C1=CC=C(C=C1)CC)=O 1-ethyl-9,10-bis(4-ethyl-benzoyloxy)anthracene